N-[(1S)-2-[4-(2,4-dimethylpyrazol-3-yl)anilino]-1-[(1R)-6-[2-[(1S,4S)-2-oxa-5-azabicyclo[2.2.1]heptan-5-yl]-4-pyridyl]indan-1-yl]-2-oxo-ethyl]-2-methyl-pyrazole-3-carboxamide CN1N=CC(=C1C1=CC=C(NC([C@H]([C@@H]2CCC3=CC=C(C=C23)C2=CC(=NC=C2)N2[C@@H]3CO[C@H](C2)C3)NC(=O)C=3N(N=CC3)C)=O)C=C1)C